1-(3-(4-chloro-3-ethyl-1H-pyrrolo[2,3-b]pyridin-5-yl)phenyl)-4-(methylsulfonyl)piperazin-2-one ClC1=C2C(=NC=C1C=1C=C(C=CC1)N1C(CN(CC1)S(=O)(=O)C)=O)NC=C2CC